cobalt-molybdenum phosphorus N-[[6-methoxy-1-(2-trimethylsilylethoxymethyl)benzimidazol-2-yl]methyl]-2-morpholino-8-(trifluoromethyl)pyrazolo[1,5-a][1,3,5]triazin-4-amine COC=1C=CC2=C(N(C(=N2)CNC2=NC(=NC=3N2N=CC3C(F)(F)F)N3CCOCC3)COCC[Si](C)(C)C)C1.[P].[Mo].[Co]